N-(7-(5-(6-ethoxy-1H-pyrazolo[3',4':3,4]pyrazolo[1,5-a]pyridin-4-yl)pyridin-2-yl)-1,7-diazaspiro[4.5]decan-1-yl)-2-chloro-6-fluorobenzamide C(C)OC=1C=C(C=2N(C1)N=C1C2C=NN1)C=1C=CC(=NC1)N1CC2(CCCN2NC(C2=C(C=CC=C2F)Cl)=O)CCC1